N-(2-aminoethyl)-2-(4-(bis(2-chloro-ethyl)amino)phenoxy)acetamide trifluoroacetate FC(C(=O)O)(F)F.NCCNC(COC1=CC=C(C=C1)N(CCCl)CCCl)=O